(1R,2S,5S)-N-[(5-chloro-4-isoquinolyl)-cyano-methyl]-3-[(2S,3R)-3-methoxy-2-[(2,2,2-trifluoroacetyl)amino]butanoyl]-6,6-dimethyl-3-azabicyclo[3.1.0]hexane-2-carboxamide ClC1=C2C(=CN=CC2=CC=C1)C(NC(=O)[C@@H]1[C@H]2C([C@H]2CN1C([C@H]([C@@H](C)OC)NC(C(F)(F)F)=O)=O)(C)C)C#N